8-((4-(3-chlorophenyl)piperidin-1-yl-2,2,6,6-d4)methyl)-3,9-dihydroxybenzo[5,6]oxazepin ClC=1C=C(C=CC1)C1CC(N(C(C1)([2H])[2H])CC1=C(C2=C(C=CC(=NO2)O)C=C1)O)([2H])[2H]